(5-bromo-3-isobutyl-2,4-dioxo-3,4-dihydro-2H-pyrimidin-1-yl)-methyl acetate C(C)(=O)OCN1C(N(C(C(=C1)Br)=O)CC(C)C)=O